N,N-bis(2,2,6,6-tetramethyl-4-piperidyl)-1,3-benzenedicarboxamide CC1(NC(CC(C1)N(C(=O)C1=CC(=CC=C1)C(=O)N)C1CC(NC(C1)(C)C)(C)C)(C)C)C